9-((2-(3,5-dichlorophenyl)-6-((6-(4-methylpiperazin-1-yl)pyridin-3-yl)oxy)pyridin-4-yl)methyl)-2-oxa-4,9-diazaspiro[5.5]undecan-3-one ClC=1C=C(C=C(C1)Cl)C1=NC(=CC(=C1)CN1CCC2(CNC(OC2)=O)CC1)OC=1C=NC(=CC1)N1CCN(CC1)C